BrCC(=O)C1COC1 2-bromo-1-(oxetan-3-yl)ethanone